7-fluoro-1,4-benzoxazin-3-one FC1=CC2=C(NC(CO2)=O)C=C1